N-((3aR,4R,7R,7aR)-4-(13-amino-2,5,8,11-tetraoxatridecyl)-2,2-dimethyltetrahydro-4H-[1,3]dioxolo[4,5-c]pyran-7-yl)acetamide NCCOCCOCCOCCOC[C@H]1OC[C@H]([C@@H]2[C@H]1OC(O2)(C)C)NC(C)=O